(R)-N-isopropyl-4-((3-(4-(3-isopropyl-1,2,4-oxadiazol-5-yl)piperazine-1-carbonyl)piperidin-1-yl)sulfonyl)benzenesulfonamide C(C)(C)NS(=O)(=O)C1=CC=C(C=C1)S(=O)(=O)N1C[C@@H](CCC1)C(=O)N1CCN(CC1)C1=NC(=NO1)C(C)C